3-(3,5-dichloro-4-(4-hydroxy-3-isopropylbenzyl)phenyl)-N,N-dimethylpropanamide ClC=1C=C(C=C(C1CC1=CC(=C(C=C1)O)C(C)C)Cl)CCC(=O)N(C)C